BrC1=CC=C(C(=N1)C#N)N1[C@@H](C[C@@H](CC1)O)CC |r| rac-6-bromo-3-[(2R,4R)-2-ethyl-4-hydroxypiperidin-1-yl]pyridine-2-carbonitrile